((8-((3-bromo-2-methylphenyl)amino)-1,7-naphthyridin-3-yl)methyl)glycine methyl ester COC(CNCC=1C=NC2=C(N=CC=C2C1)NC1=C(C(=CC=C1)Br)C)=O